ClC=1C(=C2C(=NC1)NN=C2)I 5-chloro-4-iodo-1H-pyrazolo[3,4-b]Pyridine